N-(2-(1-(3-chloro-4-((3,5-difluoropyridin-2-yl)methoxy-d2)-5',6-dimethyl-2-oxo-2H-[1,4'-bipyridine]-2'-yl)-4-(trifluoromethyl)-1H-pyrazol-3-yl)propan-2-yl)acetamide ClC=1C(N(C(=CC1OC([2H])([2H])C1=NC=C(C=C1F)F)C)C1=CC(=NC=C1C)N1N=C(C(=C1)C(F)(F)F)C(C)(C)NC(C)=O)=O